C(#N)C=1C(=NC(=CC1)C(C)(C)F)N1N(C(=C(C1=O)NC(C1=CC=C(C=C1)OC(F)F)=O)C1=C(C=C(C=C1F)OC)F)C N-{2-[3-cyano-6-(2-fluoropropan-2-yl)pyridin-2-yl]-5-(2,6-difluoro-4-methoxyphenyl)-1-methyl-3-oxo-2,3-dihydro-1H-pyrazol-4-yl}-4-(difluoromethoxy)benzamide